ClC1=CC2=C(N=C(N=C2N2CCN(CC2)C(C=C)=O)OC[C@]2(CN(CCC2)C)F)C(=N1)OC1=C2C=NNC2=CC(=C1Cl)F 1-[4-(6-chloro-8-[(5-chloro-6-fluoro-1H-indazol-4-yl)oxy]-2-{[(3S)-3-fluoro-1-methylpiperidin-3-yl]methoxy}pyrido[3,4-d]pyrimidin-4-yl)piperazin-1-yl]prop-2-en-1-one